rac-4-[4-Amino-2-(N-(2-amino-1-methyl-2-oxoethyl)-4-fluoroanilino)thiazol-5-carbonyl]-N-benzylbenzamid NC=1N=C(SC1C(=O)C1=CC=C(C(=O)NCC2=CC=CC=C2)C=C1)N(C1=CC=C(C=C1)F)[C@@H](C(=O)N)C |r|